N-(5-(3,5-difluorobenzyl)-1H-indazol-3-yl)-4-fluoro-2-nitrobenzamide FC=1C=C(CC=2C=C3C(=NNC3=CC2)NC(C2=C(C=C(C=C2)F)[N+](=O)[O-])=O)C=C(C1)F